C(C)OC(=O)C1=NC=C(C=C1F)N1CCN(CC1)CC 5-(4-ethylpiperazin-1-yl)-3-fluoropyridine-2-carboxylic acid ethyl ester